4-amidino-1,2-benzenediamine hydrochloride Cl.C(N)(=N)C=1C=C(C(=CC1)N)N